[N+](=O)([O-])C=1C=C(C(=O)[O-])C=CC1 m-nitrobenzoate